C(C)(C)(C)OC(=O)N1CC(CCC1)(C(C(F)(F)F)O)N 3-amino-3-(2,2,2-trifluoro-1-hydroxyethyl)piperidine-1-carboxylic acid tert-butyl ester